NC1=CC(=C2C(NC(C2=C1)=O)C1=C(C=CC(=C1)F)Cl)NC(=O)N1C=CC2=CC=CC=C12 N-(6-amino-3-(2-chloro-5-fluorophenyl)-1-oxoisoindolin-4-yl)indole-1-carboxamide